C(C(C)C)(=O)OC1=CC(=CC=C1)C=NC(C(C)C)O 3-((1-hydroxy-2-methylpropylimino)methyl)phenyl isobutyrate